COC1CN(CC1N1N=CC(=C1)C=1N=C(C=2N(C1C)C=CN2)N2[C@H](CC2)C(F)(F)F)C(=O)[O-] 3-methoxy-4-(4-(5-methyl-8-((R)-2-(trifluoromethyl)azetidin-1-yl)imidazo[1,2-a]pyrazin-6-yl)-1H-pyrazol-1-yl)pyrrolidine-1-carboxylate